OC(CC)C1=CC=C(C=C1)C(C#N)(C)C (4-(1-hydroxypropyl)phenyl)-2-methylpropanenitrile